(1R,2R)-3-[2,4-bis(benzyloxy)-6-fluorophenyl]-1-[3,4-bis(methoxymethoxy)-phenyl]-1-[(tert-butyldimethylsilyl)oxy]propan-2-ol C(C1=CC=CC=C1)OC1=C(C(=CC(=C1)OCC1=CC=CC=C1)F)C[C@H]([C@H](O[Si](C)(C)C(C)(C)C)C1=CC(=C(C=C1)OCOC)OCOC)O